C(C)C1=C(C(=C(C(=C1C)C)C)C)O 2-ethyl-3,4,5,6-tetramethylphenol